OC1=CC=C(C=C1)\C=C\C(=O)C1=CC=C(C=C1)OCCCCCCC 4-Hydroxy-4'-heptyloxy-chalcone